isopropyl (R)-4-(5,6-difluoro-3,3-dimethylindolin-1-yl)-2-((4-(2-((dimethylamino) methyl)pyrrolidin-1-yl)-2-methoxy-5-nitrophenyl)amino)pyrimidine-5-carboxylate FC=1C=C2C(CN(C2=CC1F)C1=NC(=NC=C1C(=O)OC(C)C)NC1=C(C=C(C(=C1)[N+](=O)[O-])N1[C@H](CCC1)CN(C)C)OC)(C)C